FC1=C(C=CC(=C1)F)C=1C(=C(C(=NC1C)COC)C(=O)NC1=C(C=C(C(=C1)F)OC1=CC=NC2=CC(=C(N=C12)OC)OC)F)O 5-(2,4-difluorophenyl)-N-[4-[(6,7-dimethoxy-1,5-naphthyridin-4-yl)oxy]-2,5-difluorophenyl]-4-hydroxy-2-(methoxymethyl)-6-methylpyridine-3-carboxamide